C(C)OC(=O)C=1N=C2N(C=C(N=C2)C2=CC(N(C=C2)C)=O)C1 6-(1-methyl-2-oxo-1,2-dihydropyridin-4-yl)imidazo[1,2-a]pyrazine-2-carboxylic acid ethyl ester